CC(\C=C\C)=O trans-3-Penten-2-one